FC(C=1SC2=C(N1)CC1(CCNCC1)[C@@H]2NS(=O)C(C)(C)C)F N-((S)-2-(difluoromethyl)-4,6-dihydrospiro[cyclopenta[d]thiazole-5,4'-piperidin]-6-yl)-2-methylpropane-2-sulfinamide